3-(8-amino-2-methyl-4-oxoquinazolin-3(4H)-yl)piperidine-2,6-dione NC=1C=CC=C2C(N(C(=NC12)C)C1C(NC(CC1)=O)=O)=O